3-(4-pyrimidin-4-ylpyridazin-1-ium-1-yl)propionitrile chloride [Cl-].N1=CN=C(C=C1)C1=CN=[N+](C=C1)CCC#N